indium (Iii)-stibium [Sb+3].[In+3]